C(OCC)(OCC(Cl)(Cl)Cl)=O ethyl 2,2,2-trichloroethyl carbonate